(2,5-dimethyl-4-phenoxyphenyl)-N-ethyl-N-methylimidoformamide CC1=C(C=C(C(=C1)OC1=CC=CC=C1)C)C(N(C)CC)=N